(S)-2-(4-Bromobenzofuran-2-carboxamido)-N1-(1-(2-(2-adamantylamino)-2-oxoethyl)-2-oxo-1,2-dihydropyridin-3-yl)-N6-methyl-5-oxohexandiamid BrC1=CC=CC2=C1C=C(O2)C(=O)N[C@H](C(=O)NC=2C(N(C=CC2)CC(=O)NC2C1CC3CC(CC2C3)C1)=O)CCC(C(=O)NC)=O